6-(4-amino-2,3-difluorophenyl)-7-bromo-5-(3-fluoro-4-((4-methylpyrimidin-2-yl)oxy)phenyl)-5H-pyrrolo[3,2-d]pyrimidin-4-amine NC1=C(C(=C(C=C1)C1=C(C=2N=CN=C(C2N1C1=CC(=C(C=C1)OC1=NC=CC(=N1)C)F)N)Br)F)F